(cyclopropoxy)benzoic acid C1(CC1)OC1=C(C(=O)O)C=CC=C1